NC1=C(C(=O)NC(C)C)C=C(C=N1)C1=C(C=C(C=C1)NC(CC1CCCCC1)=O)C 2-amino-5-(4-(2-cyclohexylacetamido)-2-methylphenyl)-N-isopropylnicotinamide